(1-(2-(3-fluoro-5-(trifluoromethyl)benzyl)pyridin-4-yl)-3-methyl-1H-pyrazol-4-yl)(pyrrolidin-1-yl)methanone FC=1C=C(CC2=NC=CC(=C2)N2N=C(C(=C2)C(=O)N2CCCC2)C)C=C(C1)C(F)(F)F